C(C1=CC=CC=C1)OC1=C2C(=C(N(C2=CC=C1)C1=CC=C(C=C1)F)C(C(C)O)(C)C)C1=CC=C(C(=O)OC)C=C1 Methyl 4-[4-benzyloxy-1-(4-fluorophenyl)-2-(2-hydroxy-1,1-dimethyl-propyl)indol-3-yl]benzoate